N-(1-(2-fluorophenyl)propan-2-yl)-N-methoxy-1-methyl-1H-pyrrolo[2,3-b]pyridine-5-carboxamide FC1=C(C=CC=C1)CC(C)N(C(=O)C=1C=C2C(=NC1)N(C=C2)C)OC